FC1=C2C=CN=CC2=C(C=C1)CCC1=C[C@H]([C@H]2[C@@H]1OC(O2)(C)C)N2C=CC1=C2N=CN=C1N 7-((3aS,4R,6aR)-6-(2-(5-fluoroisoquinolin-8-yl)ethyl)-2,2-dimethyl-3a,6a-dihydro-4H-cyclopenta[d][1,3]dioxol-4-yl)-7H-pyrrolo[2,3-d]pyrimidin-4-amine